(4-vinylbenzyl)-pyridinium iodide [I-].C(=C)C1=CC=C(C[N+]2=CC=CC=C2)C=C1